S1C(=CC=C1)C(=O)O thienoic acid